8-[(1R)-1-(2-Isothiazol-4-ylanilino)ethyl]-3,6-dimethyl-2-(3-pyridyl)-chromen-4-one S1N=CC(=C1)C1=C(N[C@H](C)C=2C=C(C=C3C(C(=C(OC23)C=2C=NC=CC2)C)=O)C)C=CC=C1